3-chloro-6-methyl-1,2-benzothiazole 1,1-dioxide ClC1=NS(C2=C1C=CC(=C2)C)(=O)=O